({3-[5-(1,3-dioxolan-2-yl)pyridin-2-yl]phenyl}amino)-8-{[(4-methoxyphenyl)methyl](methyl)amino}imidazo[1,2-b]pyridazine-3-carboxylate O1C(OCC1)C=1C=CC(=NC1)C=1C=C(C=CC1)NC=1N=C2N(N=CC=C2N(C)CC2=CC=C(C=C2)OC)C1C(=O)[O-]